FC1=C(C=CC(=C1)F)C1(CCNCC1)CN(C)C 4-(2,4-difluorophenyl)-4-[(dimethylamino)methyl]piperidin